I.ClC1=CC=C2C(=C(NC2=C1Cl)CNC1=NN=CN1C)C=1C=NN(C1)C1OCCCC1 N-[[6,7-dichloro-3-(1-tetrahydropyran-2-ylpyrazol-4-yl)-1H-indol-2-yl]methyl]-4-methyl-1,2,4-triazol-3-amine hydroiodide